C12CC(CC(CC1)N2)N(CC2=CC=CC=C2)CC2=CC=CC=C2 (8-azabicyclo[3.2.1]oct-3-yl)dibenzylamine